N1(CCC1)C1=CC=C2[C@]3(CC=4C(=NOC4C2=C1)NS(=O)(=O)C=1C(=NC=CC1OC)OC)[C@H](C3)C |o1:8,31| Rel-N-((1R,2S)-8'-(azetidin-1-yl)-2-methyl-4'H-spiro[cyclopropane-1,5'-naphtho[2,1-d]isoxazol]-3'-yl)-2,4-dimethoxypyridine-3-sulfonamide